NC=1C(=C(C=NC1)C=1C=C2C=C(N=CC2=C(C1F)N)NC1=NN2C([C@@H](CCC(C2)(F)F)C)=C1)C |r| (±)-6-(5-amino-4-methylpyridin-3-yl)-N3-(7,7-difluoro-4-methyl-5,6,7,8-tetrahydro-4H-pyrazolo[1,5-a]azepin-2-yl)-7-fluoroisoquinoline-3,8-diamine